(R)-3-(2-(difluoromethoxy)-5-fluoropyridin-4-yl)-1-isopropyl-N-((S)-3-methyl-1,1-dioxidotetrahydrothiophen-3-yl)-4,5,6,7-tetrahydro-1H-indazole-6-carboxamide FC(OC1=NC=C(C(=C1)C1=NN(C=2C[C@@H](CCC12)C(=O)N[C@@]1(CS(CC1)(=O)=O)C)C(C)C)F)F